(1S,5R)-6,6-difluoro-N-(4-(3-(4-fluorophenyl)-1-methyl-1H-pyrazol-4-yl)-7-methoxypyrido[3,2-d]pyrimidin-6-yl)-3-methyl-3-azabicyclo[3.1.0]hexane-1-carboxamide FC1([C@H]2CN(C[C@@]12C(=O)NC=1C(=CC=2N=CN=C(C2N1)C=1C(=NN(C1)C)C1=CC=C(C=C1)F)OC)C)F